3,3'-(thianthrene-2,8-diyl)dibenzoic acid C1=C(C=CC=2SC3=CC=C(C=C3SC12)C=1C=C(C(=O)O)C=CC1)C=1C=C(C(=O)O)C=CC1